NC1CN(CCC1)C1=C2C(=NC=C1)N(C(=N2)C2=CC(=C(C#N)C=C2)F)C2=CC=C(C=C2)N2CCCC2 4-(7-(3-Aminopiperidin-1-yl)-3-(4-(pyrrolidin-1-yl)phenyl)-3H-imidazo[4,5-b]pyridin-2-yl)-2-fluorobenzonitrile